2-[6-[[3-[1-(trifluoromethyl)cyclopropyl]-1,2,4-triazol-1-yl]methyl]-2-azaspiro[3.3]heptane-2-carbonyl]-2,5-diazaspiro[3.4]octan-6-one FC(C1(CC1)C1=NN(C=N1)CC1CC2(CN(C2)C(=O)N2CC3(C2)NC(CC3)=O)C1)(F)F